(2S,5R)-5-(N-(allyloxy)-2-nitrophenylsulfonamido)-2-((tert-butyldimethylsilyloxy)methyl)-3-methyl-5,6-dihydropyridine-1(2H)-carboxylic acid tert-butyl ester C(C)(C)(C)OC(=O)N1[C@@H](C(=C[C@H](C1)N(S(=O)(=O)C1=C(C=CC=C1)[N+](=O)[O-])OCC=C)C)CO[Si](C)(C)C(C)(C)C